C1([C@H](O)[C@H](O)[C@H](O1)CO)C(C(=N)N)(O)CO ribosyl-glyceroamidine